3-(2,2-dimethyl-1,3-dioxolan-4-yl)-4-nitrobutyric acid methyl ester COC(CC(C[N+](=O)[O-])C1OC(OC1)(C)C)=O